C(C)C=1C=C(OCCCSCC2=NNC(O2)=S)C=CC1CC 5-[(3,4-Diethylphenoxypropylsulfanyl)methyl]-1,3,4-oxadiazole-2(3H)-thione